COC(=O)C12C(N=NCO1)=C1C=CC=CC1=C2 indeno[1,2-e][1,3,4]oxadiazine-4a(3H)-carboxylic acid methyl ester